5-(3,5-dimethylphenoxy)-2,4-dinitrobenzamide CC=1C=C(OC=2C(=CC(=C(C(=O)N)C2)[N+](=O)[O-])[N+](=O)[O-])C=C(C1)C